C12(CC3(CC(CC(C1)C3)C2)CO)CO tricyclo[3.3.1.13,7]Decane-1,3-dimethanol